2-(3-((tert-Butyldimethylsilyl)oxy)cyclopentyl)ethan-1-amine [Si](C)(C)(C(C)(C)C)OC1CC(CC1)CCN